CO[Si](OC)(OC)CCCN(CCC[Si](OC)(OC)OC)CCC[Si](OC)(OC)OC tri(trimethoxysilylpropyl)amine